OC[C@H]1CC[C@H](CC1)NC(OC(C)(C)C)=O cis-tert-butyl N-[4-(hydroxymethyl)cyclohexyl]carbamate